CC1(CC(=C(CO1)C(=O)OC)OS(=O)(=O)C(F)(F)F)C methyl 6,6-dimethyl-4-(trifluoromethylsulfonyloxy)-2,5-dihydropyran-3-carboxylate